N-(4-(3-(4-Methoxyphenoxy)phenylamino)-4-oxobutyl)-4-hydroxybenzamide COC1=CC=C(OC=2C=C(C=CC2)NC(CCCNC(C2=CC=C(C=C2)O)=O)=O)C=C1